N-(1-(L-arginyl)piperidin-4-yl)-4-((3-(2,3-difluoro-4-methoxyphenyl)imidazo[1,2-a]pyrazin-8-yl)amino)-2-ethylbenzamide bis(2,2,2-trifluoroacetate) FC(C(=O)O)(F)F.FC(C(=O)O)(F)F.N[C@@H](CCCNC(N)=N)C(=O)N1CCC(CC1)NC(C1=C(C=C(C=C1)NC=1C=2N(C=CN1)C(=CN2)C2=C(C(=C(C=C2)OC)F)F)CC)=O